ClC1=C(C=CC(=C1)Cl)C1=CC(=C(C=C1)C(=O)OCCCN(C)C)NC(=O)C1=C(C(=O)O)C=C(C=C1)C(N=S(=O)(C)C)=O 2-((2',4'-dichloro-4-((3-(dimethylamino)propoxy)carbonyl)-[1,1'-biphenyl]-3-yl)carbamoyl)-5-((dimethyl(oxo)-λ6-sulfanylidene)carbamoyl)benzoic acid